3-diazo-1-(4-methoxybenzyl)-4-phenylpyrrolidin-2-one [N+](=[N-])=C1C(N(CC1C1=CC=CC=C1)CC1=CC=C(C=C1)OC)=O